4-(1-benzyl-2-(4-methylpiperazin-1-yl)-1H-imidazo[4,5-b]pyridin-6-yl)-3,5-dimethylisoxazole C(C1=CC=CC=C1)N1C(=NC2=NC=C(C=C21)C=2C(=NOC2C)C)N2CCN(CC2)C